[F-].[F-].[F-].[Ca+2].[Li+] Lithium calcium trifluoride